N[C@H](C(=O)OC)C(C)C methyl (2S)-2-amino-3-methyl-butyrate